triethoxysilyl-3-methacryloxypropyl-silane C(C)O[Si](OCC)(OCC)[SiH2]CCCOC(C(=C)C)=O